(S)-9-Isoxazol-5-yl-methyl-2-(8-oxa-3-azabicyclo[3.2.1]oct-3-yl)-8-trifluoromethyl-6,7,8,9-tetrahydro-pyrimido[1,2-a]-pyrimidin-4-one O1N=CC=C1N1[C@@H](CCN2C1=NC(=C(C2=O)C)N2CC1CCC(C2)O1)C(F)(F)F